C1(CC1)S(=O)C(=O)N(CC)CC 1-(cyclopropyl-sulfinyl)-N,N-diethylmethan-amide